(R)-1-(2-(4-(8-bromo-1H-imidazo[4,5-c]quinolin-1-yl)butoxy)-5-fluorophenyl)ethylamine BrC1=CC=2C3=C(C=NC2C=C1)N=CN3CCCCOC3=C(C=C(C=C3)F)[C@@H](C)N